bromo-1,2,3,4-tetrahydronaphthalen-1-amine BrC1(CCCC2=CC=CC=C12)N